[Cr].[Cr].ClC=1C=C(C(=O)NC2=CC=C(C=C2)C2(CCC2)C(NC=2C=NC(=CC2)F)=O)C=CC1 3-chloro-N-(4-{1-[(6-fluoropyridin-3-yl)carbamoyl]cyclobutyl}phenyl)benzamide dichromium